NC1=C(C(=C(C=C1)C1=C(C=CC=C1)C(F)(F)F)C(F)(F)F)N diamino-2,2'-bistrifluoromethyl-biphenyl